6-(2-fluorophenoxy)-8-methyl-2-[(1-oxido-tetrahydro-2H-thiopyran-4-yl)amino]pyrido[2,3-d]pyrimidin-7(8H)-one FC1=C(OC2=CC3=C(N=C(N=C3)NC3CCS(CC3)=O)N(C2=O)C)C=CC=C1